FC=1C=CC(=C(CC2NCCCCC2)C1)OC 2-(5-fluoro-2-methoxybenzyl)azepane